ClC1=C(C(=O)N2CCN(CC2)C(CN2C[C@@H](CC2)C(=O)O)=O)C=CC(=C1)NC(=O)C=1N(C(=CN1)C1=C(C(=C(C=C1)OCC#N)F)F)C (3R)-1-[2-[4-[2-chloro-4-[[5-[4-(cyanomethoxy)-2,3-difluoro-phenyl]-1-methyl-imidazole-2-carbonyl]amino]benzoyl]piperazin-1-yl]-2-oxo-ethyl]pyrrolidine-3-carboxylic acid